2-cyanoethyl (S)-6-diazo-2-((S)-2-methoxypropanamido)-5-oxohexanoate [N+](=[N-])=CC(CC[C@@H](C(=O)OCCC#N)NC([C@H](C)OC)=O)=O